C(C1=CC=CC=C1)NC(=O)C=1C=CC=2N(C1)C=C(N2)CNC(=O)C=2N=C1N(C(C2)=O)C=CC=C1 N-benzyl-2-[({4-oxo-4H-pyrido[1,2-a]pyrimidin-2-yl}formamido)methyl]imidazo[1,2-a]pyridine-6-carboxamide